C(#C)C=1OCN=C2C1C=CC=C2 4-ethynyl-3,1-benzoxazine